ClC1=CC(=NC=C1C)\C=N\[S@](=O)C(C)(C)C (R,E)-N-((4-chloro-5-methylpyridin-2-yl)methylene)-2-methylpropane-2-sulfinamide